FC(OC=1C=C(C=C2C(CNC(C12)=O)C)C=1N(N=C2C=C(C=C(C12)C#N)C=1C=NN(C1)C)C)F 3-[8-(difluoromethoxy)-4-methyl-1-oxo-3,4-dihydro-2H-isoquinolin-6-yl]-2-methyl-6-(1-methylpyrazol-4-yl)indazole-4-carbonitrile